C1(CC1)C1=NNC2=CN=C(C(=C21)C2=CC(=C(C=C2)S(=O)(=O)C)C)OC(F)F 3-cyclopropyl-5-(difluoromethoxy)-4-(3-methyl-4-(methyl-sulfonyl)phenyl)-1H-pyrazolo[3,4-c]pyridine